2,5-Di((difluoromethoxy)methyl)pyrrolidine FC(OCC1NC(CC1)COC(F)F)F